N2-(Furan-2-ylmethyl)-N4,N4-dimethylquinazoline-2,4-diamine O1C(=CC=C1)CNC1=NC2=CC=CC=C2C(=N1)N(C)C